(2R)-2-(8-chloro-10a-(3-chlorophenyl)-7-fluoro-1,2,3,4,10,10a-hexahydropyrazino[1,2-a]indol-9-yl)-3-fluoro-4-(2-hydroxyethoxy)benzamide hydrochloride Cl.ClC1=C(C=2CC3(N(C2C=C1F)CCNC3)C3=CC(=CC=C3)Cl)C3=C(C(=O)N)C=CC(=C3F)OCCO